BrC1=CC=C(C2=C1NC=N2)C(=O)N2[C@@H]1C=3C(=NN(C3CC2)C2=C(C=C(C=C2)C(C)C)O)OCCN(C1)C(C=C)=O |r| (rac)-1-(5-(7-bromo-1H-benzo[d]imidazole-4-carbonyl)-2-(2-hydroxy-4-isopropylphenyl)-2,3,4,5,5a,6,8,9-octahydro-7H-10-oxa-1,2,5,7-tetraazacycloocta[cd]inden-7-yl)prop-2-en-1-one